CC1=CC(=NC=2N(C(N(C(C21)=O)CC(=O)NCC2=NC1=C(N2C)C=CC=C1)=O)C1=CC=CC=C1)C 1,4-Dihydro-5,7-dimethyl-N-[(1-methyl-1H-benzimidazol-2-yl)methyl]-2,4-dioxo-1-phenylpyrido[2,3-d]pyrimidine-3(2H)-acetamide